CC1=CC=CC(=N1)C(C)(C)N 2-(6-methylpyridin-2-yl)propan-2-amine